5-(4-Fluorobenzamido)-1-naphthoic acid methyl ester COC(=O)C1=CC=CC2=C(C=CC=C12)NC(C1=CC=C(C=C1)F)=O